BrC1=CC(=C(C=2CCC(C12)=CF)C(=O)O)F 7-bromo-1-(fluoromethylene)-5-fluoro-2,3-dihydro-1H-indene-4-carboxylic acid